CC=1C(=NC=CN1)C(=O)NC=1SC(=NN1)CC1=C(C=CC=C1)C 3-methyl-N-(5-(2-methylbenzyl)-1,3,4-thiadiazol-2-yl)pyrazine-2-carboxamide